benzo[a]phenoxazinium chloride [Cl-].C1=CC=CC=2C1=C1[NH2+]C3=CC=CC=C3OC1=CC2